rel-(R)-(5-(Pyridazin-4-yl)isochroman-1-yl)methanamine hydrochloride salt Cl.N1=NC=C(C=C1)C1=C2CCO[C@H](C2=CC=C1)CN |o1:12|